FC1=CC=C(C=C1)C1=C(C(=NC2=CC3=C(C=C12)C=NN3)N3CCC(CC3)C(=O)O)C(C)C 1-[5-(4-fluorophenyl)-6-isopropyl-1H-pyrazolo[4,3-g]Quinolin-7-yl]Piperidine-4-carboxylic acid